N,N'-(2,2'-dimethyl-[1,1'-biphenyl]-3,3'-diyl)bis(5-((2-oxa-6-azaspiro[3.3]heptan-6-yl)methyl)-4-methoxypicolinamide) CC1=C(C=CC=C1NC(C1=NC=C(C(=C1)OC)CN1CC2(COC2)C1)=O)C1=C(C(=CC=C1)NC(C1=NC=C(C(=C1)OC)CN1CC2(COC2)C1)=O)C